1-Vinyl-2-pyrrolidon C(=C)N1C(CCC1)=O